5-(4-(benzyloxy)-2-(dibenzylamino)butoxy)-2-(2,6-dioxopiperidin-3-yl)isoindoline-1,3-dione C(C1=CC=CC=C1)OCCC(COC=1C=C2C(N(C(C2=CC1)=O)C1C(NC(CC1)=O)=O)=O)N(CC1=CC=CC=C1)CC1=CC=CC=C1